N-(4-(4-(7-(4,4-difluoropiperidin-1-yl)furo[2,3-c]pyridin-5-yl)-1H-1,2,3-triazol-1-yl)-3-(4-fluoro-4-methylpiperidin-1-yl)phenyl)-2-((tetrahydro-2H-pyran-2-yl)oxy)ethane-1-sulfonamide FC1(CCN(CC1)C=1N=C(C=C2C1OC=C2)C=2N=NN(C2)C2=C(C=C(C=C2)NS(=O)(=O)CCOC2OCCCC2)N2CCC(CC2)(C)F)F